4-propyl-2,3,4,5-tetrahydro-1H-benzofuro[2,3-d]azepin-9-ol C(CC)C1NCCC2=C(C1)OC1=C2C=C(C=C1)O